6-methoxy-1-(3-methyl-4-nitrophenyl)-1,2,3,4-tetrahydroisoquinoline COC=1C=C2CCNC(C2=CC1)C1=CC(=C(C=C1)[N+](=O)[O-])C